COC1=CC=C2C=NN(C2=C1NS(=O)(=O)C=1C=NN(C1)C1=NC=CC(=C1)C(C)(C)OC)C N-(6-methoxy-1-methylindazol-7-yl)-1-[4-(2-methoxypropan-2-yl)pyridin-2-yl]pyrazole-4-sulfonamide